N1CC(CC1)N1C(C=2C=CC=NC2CC1)=O 6-(pyrrolidin-3-yl)-7,8-dihydro-1,6-naphthyridin-5(6H)-one